(4-((5-Bromo-2-((5-ethyl-2-methoxy-4-(4-morpholinopiperidin-1-yl)phenyl)amino)pyrimidin-4-yl)amino)-[1,1'-biphenyl]-3-yl)dimethylphosphine oxide BrC=1C(=NC(=NC1)NC1=C(C=C(C(=C1)CC)N1CCC(CC1)N1CCOCC1)OC)NC1=C(C=C(C=C1)C1=CC=CC=C1)P(C)(C)=O